Tert-butyl (6''S,7'R)-2'-iodo-6''-methyl-5'H-dispiro[1,3-dithiane-2,4'-thieno[2,3-c]pyran-7',4''-piperidine]-1''-carboxylate IC1=CC2=C(S1)[C@]1(CCN([C@H](C1)C)C(=O)OC(C)(C)C)OCC21SCCCS1